C(C)OC(C1=C(N=C(C(=C1)Br)C)C)=O 5-bromo-2,6-dimethylnicotinic acid ethyl ester